Methyl 3-(benzyloxy)-1-((tert-butoxycarbonyl) amino)-4-carbonyl-1,4-dihydropyridine-2-carboxylate C(C1=CC=CC=C1)OC1=C(N(C=CC1=C=O)NC(=O)OC(C)(C)C)C(=O)OC